2-((3-(difluoromethyl)-1-methyl-1H-pyrazol-5-yl)oxy)-1-(2-fluorophenyl)ethane-1-one-O-methyl oxime CON=C(COC1=CC(=NN1C)C(F)F)C1=C(C=CC=C1)F